1-methyl-3,5-bis(2,4,6-triisopropylphenyl)-2,6-bis(dicyclohexylphosphino)-benzene CC1=C(C(=CC(=C1P(C1CCCCC1)C1CCCCC1)C1=C(C=C(C=C1C(C)C)C(C)C)C(C)C)C1=C(C=C(C=C1C(C)C)C(C)C)C(C)C)P(C1CCCCC1)C1CCCCC1